C1(CC1)OC1=C(C=C(C(=C1)C1CCN(CC1)C)C)NC1=NC=C(C(=N1)NC=1C(=NN(C1)C)S(=O)(=O)C(C)C)C(F)(F)F N2-[2-cyclopropoxy-4-(1-methyl-piperidin-4-yl)-5-methylphenyl]-N4-[1-methyl-3-(isopropylsulfonyl)-1H-pyrazol-4-yl]-5-(trifluoromethyl)pyrimidin-2,4-diamine